FC1=C(C(=O)N2CCN(CC2)C(CN2CCC(CC2)OC2CCN(CC2)C(=O)C2=NC=C(C=C2NC(OC(C)(C)C)=O)C=2C=NC=CC2)=O)C=C(C=C1)CC1=NNC(C2=CC=CC=C12)=O tert-butyl N-[2-[4-[[1-[2-[4-[2-fluoro-5-[(4-oxo-3H-phthalazin-1-yl)methyl]benzoyl]piperazin-1-yl]-2-oxo-ethyl]-4-piperidyl]oxy]piperidine-1-carbonyl]-5-(3-pyridyl)-3-pyridyl]carbamate